O1C(CCC1)COC=1C=C(C=CC1)NC1=NC=CC=N1 N-(3-((tetrahydrofuran-2-yl)methoxy)phenyl)pyrimidin-2-amine